C(C)N(C(O)=O)SC1=C(C=CC=C1)OC Ethyl-[(2-methoxyphenyl)thio]carbamic acid